ClC1=C(C(=NN1C)C1=NN(C=C1)C)C=O 5-Chloro-1,1'-dimethyl-1H,1'H-[3,3'-bipyrazole]-4-carbaldehyde